ClC=1N=C(C2=C(N1)N=CC=C2)NC2C(C1CCC2CC1)C(=O)OC (+/-)-trans-methyl 3-((2-chloropyrido[2,3-d]pyrimidin-4-yl)amino)bicyclo[2.2.2]octane-2-carboxylate